1-[4-[1-(4-hydroxyphenyl)-1-methylethyl]phenyl]ethylenebis-phenol OC1=CC=C(C=C1)C(C)(C)C1=CC=C(C=C1)C(CC1=C(C=CC=C1)O)C1=C(C=CC=C1)O